1-phenyl-1H-benzo[d]imidazole-5-carbonitrile C1(=CC=CC=C1)N1C=NC2=C1C=CC(=C2)C#N